Methyl (S)-2-((3-(6-((4-cyano-2-fluorophenoxy)methyl)-5-fluoropyridin-2-yl)-2-oxoimidazolidin-1-yl)methyl)-1-(oxetan-2-ylmethyl)-1H-benzo[d]imidazole-6-carboxylate C(#N)C1=CC(=C(OCC2=C(C=CC(=N2)N2C(N(CC2)CC2=NC3=C(N2C[C@H]2OCC2)C=C(C=C3)C(=O)OC)=O)F)C=C1)F